2-(3,5-dimethylpyrazol-1-yl)-6-(3-methoxyphenyl)-4-aminopyrimidine CC1=NN(C(=C1)C)C1=NC(=CC(=N1)N)C1=CC(=CC=C1)OC